7-(pyridin-2-yl)-2,7-diazaspiro[4.4]nonane-2-thiohydrazide N1=C(C=CC=C1)N1CC2(CCN(C2)C(NN)=S)CC1